(S)-3-(3-Cyano-4-fluorophenyl)-1-(8-fluoro-6-oxo-1,4,5,6-tetrahydro-2H-pyrano[3,4-c]isoquinolin-1-yl)-1-methylurea C(#N)C=1C=C(C=CC1F)NC(N(C)[C@@H]1COCC=2NC(C=3C=C(C=CC3C21)F)=O)=O